CN(C(=O)C1=CC2=C(N=C(N=C2)NC2=NC=C(C=C2)N2CCNCC2)N1C1CCCC1)C 7-cyclopentyl-2-(5-piperazin-1-yl-pyridin-2-ylamino)-7H-pyrrolo[2,3-D]pyrimidine-6-carboxylic acid dimethylamide